OC(=O)C(F)(F)F.FC(OC1=C(C=CC(=C1)F)C1CCN(CC1)[C@H]1CC2(CNC2)CC1)F (R)-6-(4-(2-(difluoromethoxy)-4-fluorophenyl)piperidin-1-yl)-2-azaspiro[3.4]octane TFA salt